The molecule is a natural product found in Azadirachta indica. It has a role as a metabolite and a plant metabolite. It is an acetate ester, a cinnamate ester, an organic heteropentacyclic compound, a member of furans, a limonoid and a methyl ester. CC1=C2[C@@H](C[C@H]1C3=COC=C3)O[C@H]4[C@@]2([C@@H]([C@]5([C@H](C[C@H]([C@@]6([C@@H]5[C@H]4OC6)C)OC(=O)C)OC(=O)/C=C/C7=CC=CC=C7)C)CC(=O)OC)C